3-((2-chloro-4-fluorophenoxy)methyl)cyclobutyl 6-oxo-7-oxa-2,5-diazaspiro[3.4]octane-2-carboxylate O=C1NC2(CN(C2)C(=O)OC2CC(C2)COC2=C(C=C(C=C2)F)Cl)CO1